COC(COC1=CC2=C(N=C(S2)Br)C(=C1C)C)=O 2-((2-bromo-4,5-dimethylbenzo[d]thiazol-6-yl)oxy)acetic acid methyl ester